Cl.Cl.CC1=NN2C(C=NC(=C2)C=2C=CC(=C(C2)O)C2=CN=C(N=N2)N2C[C@@H](NCC2)C(C)C)=N1 5-(2-methyl-[1,2,4]triazolo[1,5-a]pyrazin-6-yl)-2-{3-[(3S)-3-(propan-2-yl)piperazin-1-yl]-1,2,4-triazin-6-yl}phenol dihydrochloride